C(C)S(=O)(=O)C=1C(=NC=C(C(=O)O)C1)C1=NC=2N(C=C1)N=C(C2)C(F)(F)F 5-(ethylsulfonyl)-6-(2-(trifluoromethyl)pyrazolo[1,5-a]pyrimidin-5-yl)nicotinic acid